CN([C@@H](CC1=CC(=C(C(=O)NC)C=C1)F)CNC(=O)NCC1=NC=CC=C1)C (S)-4-(2-(dimethylamino)-3-(3-(pyridin-2-ylmethyl)ureido)propyl)-2-fluoro-N-methylbenzamide